NCC1=NNC(C2=CC=C(C=C12)C=1C=NC=CC1C)=O 4-(aminomethyl)-6-(4-methylpyridin-3-yl)phthalazin-1(2H)-one